1-(4-fluorophenyl)-6-methyl-2-oxo-1,2-dihydro-pyridine-3-carboxylic acid [4-fluoro-3-(5-phenyl-1H-pyrrolo[2,3-b]pyridin-3-yl)-phenyl]-amide FC1=C(C=C(C=C1)NC(=O)C=1C(N(C(=CC1)C)C1=CC=C(C=C1)F)=O)C1=CNC2=NC=C(C=C21)C2=CC=CC=C2